4-phenoxybenzamide O(C1=CC=CC=C1)C1=CC=C(C(=O)N)C=C1